OCCN1C(NC(C1)=O)=O 1-(2-hydroxyethyl)imidazoline-2,4-dione